CO[C@H]1C[C@@H](O[C@@H]1CO)N1C(=O)N=C(N)C=C1 3'-O-methyl-deoxycytidine